C(C)(C)OCCCNC(CCC)S(=O)(=O)O (3-isopropoxypropylamino)-butanesulfonic acid